5,6-dibromopyridin-3-amine BrC=1C=C(C=NC1Br)N